BrC1=CC=C(C=C1)C1=CC2=C(C3=C(S2)C=CC(=C3)C3=CC=CC=C3)C=C1 7-(4-bromophenyl)-2-phenyldibenzothiophene